1-L-threonyl-D-fructose N[C@@H]([C@H](O)C)C(=O)C(O)C(=O)[C@@H](O)[C@H](O)[C@H](O)CO